3-((4-((2-Bromo-4-phenylthiazol-5-yl)oxy)pyridin-2-yl)amino)benzoic acid methyl ester COC(C1=CC(=CC=C1)NC1=NC=CC(=C1)OC1=C(N=C(S1)Br)C1=CC=CC=C1)=O